tert-butyl-(2,3,5,6-tetrahydrobenzo[1,2-b:5,4-b']difuran-8-yl)phosphine C(C)(C)(C)PC1=C2OCCC2=CC2=C1OCC2